CC=1C=C(C=CC1OC1=CC2=C(N(C=N2)C)C=C1)NC=1C2=C(N=CN1)C=CC(=N2)C#CC2N(CCC2)C(C=C)=O 1-(2-((4-((3-methyl-4-((1-methyl-1H-benzo[d]imidazol-5-yl)oxy)phenyl)amino)pyrido[3,2-d]pyrimidin-6-yl)ethynyl)pyrrolidin-1-yl)prop-2-en-1-one